C(C)(C)C1=CC(=CC(=C1)C1=C(C=CC=C1)C)C(C)C 2,6-diisopropyl-4-(2-methylphenyl)benzene